C(C)(C)C1=C(NC2=CC=C(C=C12)C1=CC(=NC=N1)N1CCC(CC1)N)C1=C2C(=NC=C1)NN=C2 1-(6-(3-isopropyl-2-(1H-pyrazolo[3,4-b]pyridin-4-yl)-1H-indol-5-yl)pyrimidin-4-yl)piperidin-4-amine